COC1=CC(=C2C(=C1)OC(=C(C2=O)OC)C3=CC(=C(C=C3)O)O)O 3,7-dimethoxyquercetin